CC1(CC=C(CC1)CCC1OCC(O1)CCC)C 2-(2-(4,4-dimethylcyclohex-1-en-1-yl)ethyl)-4-propyl-1,3-dioxacyclopentane